(S)-N-(4-(3-(3,6-dihydro-2H-pyran-4-yl)phenyl)thiazol-2-yl)-1-(1,1-dioxido-2,3-dihydro-5H-benzo[e][1,4]oxathiepine-8-carbonyl)azetidine-2-carboxamide O1CCC(=CC1)C=1C=C(C=CC1)C=1N=C(SC1)NC(=O)[C@H]1N(CC1)C(=O)C=1C=CC2=C(S(CCOC2)(=O)=O)C1